Tert-butyl (S)-4-(2-((1-(2-(2-methylazetidin-1-yl)-6-(trifluoromethyl)pyrimidin-4-yl)azetidin-3-yl)oxy)acetyl)piperazin-1-carboxylate C[C@@H]1N(CC1)C1=NC(=CC(=N1)N1CC(C1)OCC(=O)N1CCN(CC1)C(=O)OC(C)(C)C)C(F)(F)F